FC(C(=O)O)(F)F.FC1=C(C=CC=C1)C1=C(N=C2N(C1=O)C(=CS2)C)C(C)NC2=C1N=CNC1=NC=N2 6-(2-fluorophenyl)-3-methyl-7-[1-(9H-purin-6-ylamino)ethyl]-5H-[1,3]thiazolo[3,2-a]pyrimidin-5-one Trifluoroacetic Acid Salt